tin copper oxide [Cu]=O.[Sn]